3-chloro-4-((3,5-difluoropyridin-2-yl)methoxy-d2)-3'-fluoro-5',6-dimethyl-2'-(trimethylstannyl)-2H-[1,4'-bipyridin]-2-one ClC=1C(N(C(=CC1OC([2H])([2H])C1=NC=C(C=C1F)F)C)C1=C(C(=NC=C1C)[Sn](C)(C)C)F)=O